5-(Benzo[d]thiazol-6-yl)-N-(4-(cyclopropylsulfonyl)phenyl)-1-(6-methylpyridin-2-yl)-1H-pyrazol-3-carboxyamid S1C=NC2=C1C=C(C=C2)C2=CC(=NN2C2=NC(=CC=C2)C)CC(=O)NC2=CC=C(C=C2)S(=O)(=O)C2CC2